N-(5'-methyl-2,3'-bipyridin-5-yl)-4-(2-methyl-6,7-dihydropyrazolo[1,5-a]pyrimidin-4(5H)-yl)-4-oxobutanamide CC=1C=C(C=NC1)C1=NC=C(C=C1)NC(CCC(=O)N1C=2N(CCC1)N=C(C2)C)=O